4-(1,2,3,6-Tetrahydropyridin-4-yl)-5,7,8,9-tetrahydropyrano[3',4':4,5]pyrrolo[2,3-d]pyrimidine N1CCC(=CC1)C=1C2=C(N=CN1)NC1=C2COCC1